CCCC(CCCC=O)=O Octane-4,8-dione